7-bromo-6-chloro-N-{3-methyl-4-[(6-methylpyridin-3-yl)oxy]phenyl}pyrido[3,2-d]pyrimidin-4-amine BrC1=CC=2N=CN=C(C2N=C1Cl)NC1=CC(=C(C=C1)OC=1C=NC(=CC1)C)C